lanthanum-rhenium-yttrium [Y].[Re].[La]